Ethylenebrassylate C1CCCCCC(=O)OCCOC(=O)CCCCC1